(S)-2-((6-(2-(4-chlorobenzofuran-7-yl)ethoxy)-3',6'-dihydro-[2,4'-bipyridine]-1'(2'H)-yl)methyl)-1-(oxetan-2-ylmethyl)-1H-benzo[d]imidazole-6-carboxylic acid methyl ester COC(=O)C=1C=CC2=C(N(C(=N2)CN2CCC(=CC2)C2=NC(=CC=C2)OCCC2=CC=C(C=3C=COC32)Cl)C[C@H]3OCC3)C1